C1=CC=CC=2C3=CC=CC=C3C(C12)COC(=O)N[C@@H](COCCNC(=O)OC(C)(C)C)C(=O)O N-(((9H-fluoren-9-yl)methoxy)carbonyl)-O-(2-((tert-butoxycarbonyl)amino)ethyl)-L-serine